NCCCNC(=O)C1=C(C=C(C=C1)NC(=O)C=1N(C(=CN1)C=1C(=NN(C1)C1=NC=C(C=C1)N)C(F)(F)F)C)Cl N-[4-(3-aminopropylcarbamoyl)-3-chloro-phenyl]-5-[1-(5-amino-2-pyridyl)-3-(trifluoromethyl)pyrazol-4-yl]-1-methyl-imidazole-2-carboxamide